C(C=C)(=O)N1[C@H]2[C@@H](C[C@H]1C1=NC(=C3N1C=CN=C3N)C3=C(C=C(C(=O)NC1=NC=CC(=C1)C(F)(F)F)C=C3)F)COC2 4-(3-((2S,3AR,6AS)-1-ACRYLOYLHEXAHYDRO-1H-FURO[3,4-B]PYRROL-2-YL)-8-AMINOIMIDAZO[1,5-A]PYRAZIN-1-YL)-3-FLUORO-N-(4-(TRIFLUOROMETHYL)PYRIDIN-2-YL)BENZAMIDE